ClC1=NC=CC(=N1)C1=C(N=C(S1)C1CCN(CC1)C(=O)OC(C)(C)C)C1=C(C(=CC=C1)NS(=O)(=O)CCC)F tert-butyl 4-[5-(2-chloropyrimidin-4-yl)-4-[2-fluoro-3-(propane-1-sulfonamido)phenyl]-1,3-thiazol-2-yl]piperidine-1-carboxylate